ClC1=CC2=C(NC(C=3CC4(CC4)N(CC23)C(=O)OC(C)(C)C)=O)C(=C1)F tert-butyl 9-chloro-7-fluoro-5-oxo-1,4,5,6-tetrahydro-2H-spiro[benzo[c][2,6]naphthyridine-3,1'-cyclopropane]-2-carboxylate